C(C)(C)(C)OC(=O)N1CCC(CC1)C(=O)OC 4-(methoxycarbonyl)-piperidine-1-carboxylic acid tert-butyl ester